(S)-N-(4-amino-1-(3-((1-methylpiperidin-4-yl)carbamoyl)phenyl)-4-oxobutyl)-5-(4-(trifluoromethyl)phenyl)-3,4-dihydroisoquinoline-2(1H)-carboxamide NC(CC[C@@H](C1=CC(=CC=C1)C(NC1CCN(CC1)C)=O)NC(=O)N1CC2=CC=CC(=C2CC1)C1=CC=C(C=C1)C(F)(F)F)=O